2-Bromo-8-cyclobutoxy-7-(1-(1-ethoxyethyl)-1H-pyrazol-4-yl)-[1,2,4]triazolo[1,5-c]pyrimidine BrC1=NN2C=NC(=C(C2=N1)OC1CCC1)C=1C=NN(C1)C(C)OCC